O=C([C@H](C)NC(C([2H])([2H])[2H])=O)N1CCN(CC1)C1=CC(=CC=C1)C(F)(F)F (S)-N-(1-oxo-1-(4-(3-(trifluoromethyl)phenyl)piperazin-1-yl)propan-2-yl)acetamide-2,2,2-d3